4-cyclopropyl-6,7-dihydro-quinolin-8(5H)-one C1(CC1)C1=CC=NC=2C(CCCC12)=O